methyl 6-((4-(hydroxymethyl)phenyl)amino)-5-nitropicolinate OCC1=CC=C(C=C1)NC1=C(C=CC(=N1)C(=O)OC)[N+](=O)[O-]